C1(C=CC(N1C1=C(C=CC=C1)O)=O)=O o-maleimidophenol